[Cl-].C(CCCCCCCCCCCCCCCCCCC)[S+](CC)CC n-eicosyl-diethyl-sulfonium chloride